tert-butyl 2,2-dimethyl-4-(3-((quinoxalin-6-ylmethyl)amino)pyridin-4-yl)piperazine-1-carboxylate CC1(N(CCN(C1)C1=C(C=NC=C1)NCC=1C=C2N=CC=NC2=CC1)C(=O)OC(C)(C)C)C